8-([1,1'-biphenyl]-4-yl)-5-(p-toluenesulfonyl)imidazo[1,2-a]pyrazine C1(=CC=C(C=C1)C=1C=2N(C(=CN1)S(=O)(=O)C1=CC=C(C)C=C1)C=CN2)C2=CC=CC=C2